2-(3-chloro-4-fluorophenyl)-N2-methyl-1-[6-methyl-4-(trifluoromethyl)pyridin-2-yl]-N4-[1-(trityl)-1H-imidazol-4-yl]Pyrrolidine-2,4-dicarboxamide ClC=1C=C(C=CC1F)C1(N(CC(C1)C(=O)NC=1N=CN(C1)C(C1=CC=CC=C1)(C1=CC=CC=C1)C1=CC=CC=C1)C1=NC(=CC(=C1)C(F)(F)F)C)C(=O)NC